(E,E)-3,7,11-Trimethyl-2,6,10-dodecatrienyl heptanoate C(CCCCCC)(=O)OC\C=C(\CC\C=C(\CCC=C(C)C)/C)/C